O1C(=CC=C1)C1=NN2C(N=C(N=C2N)NCCC2=CC=C(C=C2)OCCN2CCN(CC2)C)=N1 2-(Furan-2-yl)-N5-(4-(2-(4-methylpiperazin-1-yl)ethoxy)phenethyl)-[1,2,4]triazolo[1,5-a][1,3,5]triazine-5,7-diamine